CP(=O)(C)C1=CC(=C(C(=O)NC2=CC(=NC=C2)OC)C=C1)F 4-(dimethylphosphoryl)-2-fluoro-N-(2-methoxypyridin-4-yl)benzamide